2-[4-(4-butylcyclohexyl)phenyl]-1,3-difluoro-5-isothiocyanato-benzene C(CCC)C1CCC(CC1)C1=CC=C(C=C1)C1=C(C=C(C=C1F)N=C=S)F